3-methyl-N-(5-(5-methyl-1,2,4-oxadiazol-3-yl)-2,3-dihydro-1H-inden-1-yl)-1H-pyrazole-4-carboxamide CC1=NNC=C1C(=O)NC1CCC2=CC(=CC=C12)C1=NOC(=N1)C